6-bromo-8-chloro-2-methyl-[1,2,4]triazolo[1,5-a]pyridine BrC=1C=C(C=2N(C1)N=C(N2)C)Cl